C(C1=CC=CC=C1)NC(=O)C1(CCC2=CC=CC(=C12)[2H])CO N-benzyl-1-(hydroxymethyl)-2,3-dihydro-1H-indene-1-carboxamide-7-d